(2S,3S)-2-Amino-3-methylpentanoic acid N[C@H](C(=O)O)[C@H](CC)C